N1N=C(C=C1)C1CN(CCC1)C1=NC(=NC=C1)C1=CN=C2N1C=C(N=C2)C(F)(F)F 3-(4-(3-(1H-Pyrazol-3-yl)piperidin-1-yl)pyrimidin-2-yl)-6-(trifluoromethyl)imidazo[1,2-a]pyrazine